C1N2C=3C(NC(=NC3NC[C@@H]2CN1C1=CC=C(C(N[C@@H](CCC(=O)O)C(=O)O)=O)C=C1)N)=O 5,10-METHYLENE-(6R)-TETRAHYDROFOLIC ACID